CC1(C=CCCCC1)C 3,3-dimethyl-1-cycloheptene